FC=1C=C(C=CC1B1OC(C(O1)(C)C)(C)C)C1=C(C(N(C=C1)C1=CC=C(C=C1)F)=O)C(=O)N 3-fluoro-4-(4,4,5,5-tetramethyl-1,3,2-dioxaborolan-2-yl)phenyl-1-(4-fluorophenyl)-2-oxo-1,2-dihydropyridine-3-carboxamide